hexyl (2S)-2-amino-2-methyl-butanoate hydrochloride Cl.N[C@](C(=O)OCCCCCC)(CC)C